2-((1H-benzo[d][1,2,3]triazol-5-yl)methyl)-3-((4-chloro-1-cyclopropyl-1H-pyrazol-5-yl)methyl)isoindolin-1-one N1N=NC2=C1C=CC(=C2)CN2C(C1=CC=CC=C1C2CC2=C(C=NN2C2CC2)Cl)=O